COC1=C(C=NC=C1)C1=NC(=C2NC=NC2=N1)NCC1=CC=C(C=C1)C=1N(C=C(N1)C(F)(F)F)C 2-(4-methoxypyridin-3-yl)-N-(4-(1-methyl-4-(trifluoromethyl)-1H-imidazol-2-yl)benzyl)-7H-purin-6-amine